ClC=1C(=C2CC(CC2=CC1)NC=1C=CC(=NC1)[C@@H](C(F)(F)F)N(C(=O)C1(CC1)C(=O)NC)C)F N-((1S)-1-(5-((5-Chloro-4-fluoro-2,3-dihydro-1H-inden-2-yl)amino)pyridin-2-yl)-2,2,2-trifluoroethyl)-N,N'-dimethylcyclopropane-1,1-dicarboxamide